bis(4-aminophenyl)-1,3-bis(aminomethyl)benzene dihydrochloride Cl.Cl.NC1=CC=C(C=C1)C1=CC(=C(C=C1CN)CN)C1=CC=C(C=C1)N